O\N=C\C[C@H](CC(C)C)NC(OC(C)(C)C)=O tert-butyl (S,E)-(1-(hydroxyimino)-5-methylhexan-3-yl)carbamate